C(C=C)SCCC1=CC(=C(C=C1)OC)OC 2-allylthio-1-(3,4-dimethoxyphenyl)ethane